ClC1=CC=C(C=C1)C1=N[C@H](C=2N(C3=C1C(=C(S3)C)C)C(=NN2)C)CCN2CCN(CC2)CC2=CC=C(C=C2)NC2C(NC(CC2)=O)=O 3-((4-((4-(2-((S)-4-(4-chlorophenyl)-2,3,9-trimethyl-6H-thieno[3,2-f][1,2,4]triazolo[4,3-a][1,4]diazepin-6-yl)ethyl)piperazin-1-yl)methyl)phenyl)amino)piperidine-2,6-dione